C(C)C1=CC=C(C=C1)N1C=NN(C1=O)CC1=CC(=C(OC(C(=O)O)(C)C)C(=C1)C)C 2-(4-((4-(4-Ethylphenyl)-5-oxo-4,5-dihydro-1H-1,2,4-triazol-1-yl)meth-yl)-2,6-dimethylphenoxy)-2-meth-ylpropionic acid